C1(CCC(N1OC([C@@H](NC(=O)OCC1=CC=CC=2C3=CC=CC=C3CC12)CCCNC(=O)OC(C)(C)C)=O)=O)=O N-fluorenylmethoxycarbonyl-N'-tert-butoxycarbonyl-L-ornithine succinimido ester